C(#N)C1=CC(=C(C=C1)NS(=O)(=O)C1=CNC(=C1)C1=CSC=C1)F N-(4-cyano-2-fluoro-phenyl)-5-(3-thienyl)-1H-pyrrole-3-sulfonamide